NC1CCC(CC1)OC1=CC=C(\C=C/2\C(NC(S2)=O)=O)C=C1 5-{(Z)-4-[(1r,4r)-4-aminocyclohexyl]oxybenzylidene}thiazolidin-2,4-dione